monovinyl ether acrylate C(C=C)(=O)O.C(=C)OC=C